2-(5-bromopyridin-3-yl)-2-azaspiro[3.3]heptane-6-amine BrC=1C=C(C=NC1)N1CC2(C1)CC(C2)N